ClC1=CC(=C(C=C1)C=1SC=C(N1)C(C(=O)O)(F)F)F 2-[2-(4-chloro-2-fluorophenyl)-1,3-thiazol-4-yl]-2,2-difluoroacetic acid